N-(2-(hydroxy(phenyl)methyl)-4-methylphenyl)-p-toluenesulfonamide OC(C1=C(C=CC(=C1)C)NS(=O)(=O)C1=CC=C(C)C=C1)C1=CC=CC=C1